lead-tellurium-lithium [Li].[Te].[Pb]